FC(C1=CC2=C(N=C(S2)N)C=C1)(F)F 6-(trifluoromethyl)benzothiazol-2-amine